BrC1=NC=CC(=C1)C(OC)OC bromo-4-(dimethoxymethyl)pyridine